C1(=CC=CC=C1)C(C(=O)OCC#CCNCC)(O)C1CCCCC1 4-ethylamino-2-butynyl phenylcyclohexylglycolate